5-methoxy-3-{[3-(5-methyl-1,2,4-oxadiazol-3-yl)phenyl]formamido}-5-oxopentanoic acid COC(CC(CC(=O)O)NC(=O)C1=CC(=CC=C1)C1=NOC(=N1)C)=O